1-(2-methyl-5-((4-methylthiazol-5-yl)methoxy)benzofuran-3-yl)cyclopropane-1-carboxylic acid CC=1OC2=C(C1C1(CC1)C(=O)O)C=C(C=C2)OCC2=C(N=CS2)C